3-amino-N-(3-(4-amino-4-((difluoromethoxy)methyl)piperidin-1-yl)pyridin-2-yl)-6-(3-(trifluoromethoxy)pyridin-2-yl)pyrazine-2-carboxamide NC=1C(=NC(=CN1)C1=NC=CC=C1OC(F)(F)F)C(=O)NC1=NC=CC=C1N1CCC(CC1)(COC(F)F)N